ClC=1C=C(C=C(C1OCC(CO)(C)C)F)C=1C(CC(NN1)=O)C 6-[3-chloro-5-fluoro-4-(3-hydroxy-2,2-dimethylpropoxy)phenyl]-5-methyl-4,5-dihydro-2H-pyridazin-3-one